N1(CCC1)C(=O)C=1NC2=C(C(=CC(=C2C1)Cl)[C@@H]1CNCCC1)F (R)-azetidin-1-yl(4-chloro-7-fluoro-6-(piperidin-3-yl)-1H-indol-2-yl)methanone